C(C)N1CCC(CC1)NC=1C=2C=C(N(C2C=CC1)CC(F)(F)F)C#CCNC=1C=NC(=CC1)S(=O)(=O)C N-(1-ethylpiperidin-4-yl)-2-{3-[(6-methanesulfonylpyridin-3-yl)amino]prop-1-yn-1-yl}-1-(2,2,2-trifluoroethyl)-1H-indol-4-amine